C(C)(C)(C)[Si](O[C@@H]1[C@H](N(CC1)C(=O)OC(C)(C)C)CO)(C)C tert-butyl (2R,3S)-3-((tertbutyldimethylsilyl)oxy)-2-(hydroxymethyl)pyrrolidine-1-carboxylate